ethyl 6-chloro-2,4-dimethylquinoline-3-carboxylate ClC=1C=C2C(=C(C(=NC2=CC1)C)C(=O)OCC)C